ClC1=C(C=CC=2C3=C(N(C12)CCCC(=O)O)CCN(C3)C(=O)C3=NC=C(C=N3)OC)Cl 4-(6,7-dichloro-2-(5-methoxypyrimidine-2-carbonyl)-1,2,3,4-tetrahydro-5H-pyrido[4,3-b]indol-5-yl)butanoic acid